C(C)(C)(C)C=1C=C(N(N1)C1=CC=C(C=C1)C)NC(=O)NC1=CC=C(C2=CC=CC=C12)CCCN1CCOCC1 1-[5-tert-butyl-2-p-tolyl-2H-pyrazol-3-yl]-3-[4-(3-morpholin-4-yl-propyl)naphthalen-1-yl]-urea